(S,E)-3-(7-(2-((R)-1-hydroxyethyl)-4-(methoxyimino)pyrrolidine-1-carbonyl)benzo[d][1,3]dioxol-4-yl)-2-methylbenzonitrile O[C@H](C)[C@H]1N(C/C(/C1)=N/OC)C(=O)C1=CC=C(C2=C1OCO2)C=2C(=C(C#N)C=CC2)C